NC1=C(C(=O)O)C=C(C=N1)C1=CC=C(C=C1)[C@@]12CN(C[C@H]2C1)CCN1CCOCC1 2-amino-5-(4-((1r,5s)-3-(2-morpholinoethyl)-3-azabicyclo[3.1.0]hex-1-yl)phenyl)nicotinic acid